ONC(=O)C1=CC2=C(OC(C(N2CC2=CC=C(C=C2)OC)=O)C)C=C1 N-hydroxy-4-(4-methoxybenzyl)-2-methyl-3-oxo-3,4-dihydro-2H-benzo[b][1,4]oxazine-6-carboxamide